N-(3-chloro-5-(methylsulfonamido)phenyl)-1-(3-fluoropyridin-2-yl)-5-(methoxymethyl)-1H-pyrrole-3-carboxamide ClC=1C=C(C=C(C1)NS(=O)(=O)C)NC(=O)C1=CN(C(=C1)COC)C1=NC=CC=C1F